C(#N)C1=C(N=C2N(C1=O)C=C(C=C2[C@@H](C)NC2=C(C(=O)O)C=CC=C2)C)NCC(C)C (R)-2-((1-(3-cyano-2-(isobutylamino)-7-methyl-4-oxo-4H-pyrido[1,2-a]pyrimidin-9-yl)ethyl)amino)benzoic acid